(S)-(6-(dimethylamino)pyrazolo[1,5-a]pyridin-3-yl)(4-(4-fluoropyrazolo[1,5-a]pyridin-2-yl)-6,7-dihydro-1H-imidazo[4,5-c]pyridin-5(4H)-yl)methanone CN(C=1C=CC=2N(C1)N=CC2C(=O)N2[C@@H](C1=C(CC2)NC=N1)C1=NN2C(C(=CC=C2)F)=C1)C